N1(C=NC=N1)CCCN(CCC[Si](OC)(OC)OC)CCC[Si](OC)(OC)OC N-(3-(1H-1,3,5-triazol-1-yl)propyl)-3-(trimethoxysilyl)-N-((trimethoxysilyl)propyl)propan-1-amine